oxysulfide (sulfite) S(=O)(O)O.O=S